3-octanol, hydrate O.CCC(CCCCC)O